ClC1=CC=C(C=C1)C=1C=C(C(N(N1)C=1C=NC=CC1)=O)C(=O)N[C@@H]1COC[C@@H]1O 6-(4-chlorophenyl)-N-[(3R,4R)-4-hydroxytetrahydrofuran-3-yl]-3-oxo-2-(pyridin-3-yl)-2,3-dihydropyridazine-4-carboxamide